ethyl 5-(9,9-difluoro-7-(4,4,5,5-tetramethyl-1,3,2-dioxaborolan-2-yl)-9H-fluoren-2-yl)-2-((2-(trimethylsilyl)ethoxy)methyl)-2H-1,2,3-triazole-4-carboxylate FC1(C2=CC(=CC=C2C=2C=CC(=CC12)C=1C(=NN(N1)COCC[Si](C)(C)C)C(=O)OCC)B1OC(C(O1)(C)C)(C)C)F